di-succinimidyl carbonate C(ON1C(CCC1=O)=O)(ON1C(CCC1=O)=O)=O